(4-propenylpiperazin-1-yl)-8-((5-chloro-6-fluoro-1H-indazol-4-yl)oxy)-2-((2-methylpyridin-3-yl)amino)quinoline-3-carbonitrile C(=CC)N1CCN(CC1)C1=C(C(=NC2=C(C=CC=C12)OC1=C2C=NNC2=CC(=C1Cl)F)NC=1C(=NC=CC1)C)C#N